C1(CC1)C=1C(=CC(N2C(=C(SC12)C=1C=C2C=CNC2=CC1)C(=O)O)=O)CC1=CC=CC2=CC=CC=C12 5-Cyclopropyl-8-(1H-indol-5-yl)-4-[(1-naphthyl)methyl]-2-oxo-7-thia-1-azabicyclo[4.3.0]nona-3,5,8-triene-9-carboxylic acid